1-(2-pyrrolecarbonyl)benzotriazole N1C(=CC=C1)C(=O)N1N=NC2=C1C=CC=C2